C(#N)[C@H](C[C@H]1C(NCC1)=O)NC([C@H](CC(C)(C)C)NC(=O)C=1NC2=CC(=CC=C2C1)C(F)(F)F)=O N-[(2S)-1-({(1S)-1-cyano-2-[(3S)-2-oxopyrrolidin-3-yl]ethyl}amino)-4,4-dimethyl-1-oxopentan-2-yl]-6-(trifluoromethyl)-1H-indole-2-carboxamide